S1NCC=CC=C1 2H-thiazepine